3-(1-acetyl-5-methoxy-1H-indole-3-carboxamido)-4-fluoro-5-(1-methyl-1H-indazol-6-yl)benzoic acid C(C)(=O)N1C=C(C2=CC(=CC=C12)OC)C(=O)NC=1C=C(C(=O)O)C=C(C1F)C1=CC=C2C=NN(C2=C1)C